methyl (3S)-3-(3-(3,5-dimethyl-1H-pyrazol-1-yl)phenyl)-4-(5-fluoro-7-((5,6,7,8-tetrahydro-1,8-naphthyridin-2-yl)methyl)-2,7-diazaspiro[3.5]nonan-2-yl)butanoate CC1=NN(C(=C1)C)C=1C=C(C=CC1)[C@H](CC(=O)OC)CN1CC2(C1)C(CN(CC2)CC2=NC=1NCCCC1C=C2)F